CNC(=O)C1=CSC=2C1=NC(=CC2C(F)(F)F)N2CCC(CC2)C2N(CC2N2N=NC=C2)C(=O)O 1-(3-(methylcarbamoyl)-7-(trifluoromethyl)thieno[3,2-b]pyridin-5-yl)piperidin-4-yl-3-(1H-1,2,3-triazol-1-yl)azetidine-1-carboxylic acid